C(CCCCCCCCCCCCCCC)OC[C@@H](OCC1=CC(=C(C=C1)OC)F)CO 1-O-hexadecyl-2-O-(3-fluoro-4-methoxybenzyl)-sn-glycerol